FC1=C2CN(CC2=CC=C1)C(CSC1=CC=CC=C1)=O 1-(4-fluoro-1,3-dihydro-2H-isoindol-2-yl)-2-(phenylsulfanyl)ethanone